C(CC)C(C(=O)OC)C(C(=O)OC)CCC dimethyl 2,3-di-n-propylsuccinate